FC1(CC12N(CC2)C=O)F (1,1-difluoro-4-azaspiro[2.3]hex-4-yl)methanone